3-(methylamino)-4-oxobutanoate CNC(CC(=O)[O-])C=O